BrC1=CC=C(C=C1)[C@H]1CCC(N1)=O (R)-5-(4-bromophenyl)pyrrolidin-2-one